C(C)(C)O[V]=O (isopropoxy)oxovanadium